2'-[6-amino-5-(trifluoromethyl)pyridin-3-yl]-N-[2-(3-fluorophenyl)propan-2-yl]-5',6'-dihydrospiro[pyrrolidine-3,4'-pyrrolo[1,2-b]pyrazole]-1-carboxamide NC1=C(C=C(C=N1)C=1C=C2N(N1)CCC21CN(CC1)C(=O)NC(C)(C)C1=CC(=CC=C1)F)C(F)(F)F